FC(C(C(C(C(I)(F)F)(F)F)(C(F)(F)F)C(F)(F)F)(F)F)C heptafluoro-3,3-bis(trifluoromethyl)-1-iodohexane